bis(4-((4-(diphenylamino)phenyl)ethynyl)phenyl)methanone C1(=CC=CC=C1)N(C1=CC=C(C=C1)C#CC1=CC=C(C=C1)C(=O)C1=CC=C(C=C1)C#CC1=CC=C(C=C1)N(C1=CC=CC=C1)C1=CC=CC=C1)C1=CC=CC=C1